NCCC(O)C1=CC(=CC=C1)OCCCOC 3-amino-1-(3-(3-methoxypropoxy)phenyl)propan-1-ol